ethyl-8-(2-{9-[(dimethylamino)methyl]hexadecyl} cyclopropyl)octanoate C(C)OC(CCCCCCCC1C(C1)CCCCCCCCC(CCCCCCC)CN(C)C)=O